4-((2s,5r)-4-((4-fluorophenyl)(2-(trifluoromethyl)thiazol-4-yl)methyl)-2,5-dimethylpiperazin-1-yl)-1-methyl-2-oxo-1,2-dihydropyrido[3,2-d]pyrimidine-6-carbonitrile FC1=CC=C(C=C1)C(N1C[C@@H](N(C[C@H]1C)C=1C2=C(N(C(N1)=O)C)C=CC(=N2)C#N)C)C=2N=C(SC2)C(F)(F)F